ClC=1C(=C2C=NNC2=C(C1F)CF)C=1C=CC=2N(C1)C=C(N2)NC(=O)[C@H]2[C@H](C2)F (1S,2S)-N-(6-(5-chloro-6-fluoro-7-(fluoromethyl)-1H-indazol-4-yl)imidazo[1,2-a]pyridin-2-yl)-2-fluorocyclopropane-1-carboxamide